O=C1NC2=C(N1[C@@H]1CC[C@@H](CC1)C(NC1=CC(=C(C=C1)C)OC)=O)C=CC=C2N2CC(CC2)NC(OC(C)(C)C)=O tert-Butyl N-(1-{2-oxo-1-[cis-4-[(3-methoxy-4-methylphenyl)carbamoyl]cyclohexyl]-2,3-dihydro-1H-1,3-benzodiazol-4-yl}pyrrolidin-3-yl)carbamate